(3aS*,7aS*)-tert-butyl 3,3-difluoro-6-(3-((4-methoxybenzyl)oxy)-2,2-dimethyl-3-oxopropyl)-7-oxooctahydro-1H-pyrrolo[2,3-c]pyridine-1-carboxylate FC1(CN([C@@H]2C(N(CC[C@@H]21)CC(C(=O)OCC2=CC=C(C=C2)OC)(C)C)=O)C(=O)OC(C)(C)C)F |o1:4,9|